Bis-(tri-tert-butylphosphin) palladium [Pd].C(C)(C)(C)P(C(C)(C)C)C(C)(C)C.C(C)(C)(C)P(C(C)(C)C)C(C)(C)C